2-((1r,4r)-4-hydroxycyclohexylamino)-4-(1-methylcyclopentylamino)pyrimidine-5-carboxamide OC1CCC(CC1)NC1=NC=C(C(=N1)NC1(CCCC1)C)C(=O)N